4-(3-carbamoylbenzyl)-N-hydroxy-3-oxo-3,4-dihydro-2H-benzo[b][1,4]oxazine-6-carboxamide C(N)(=O)C=1C=C(CN2C3=C(OCC2=O)C=CC(=C3)C(=O)NO)C=CC1